C(C1=CC=CC=C1)OC1(C2=NN=C(C=3C(=CC(=C(NCC(CC=CC1)(C)C)N3)C(F)(F)F)[N+](=O)[O-])O2)C(F)(F)F 6-Benzyloxy-11,11-dimethyl-17-nitro-6,15-bis(trifluoromethyl)-19-oxa-3,4,13,18-tetrazatricyclo[12.3.1.12,5]nonadeca-1(18),2,4,8,14,16-hexaene